pyridine-2,5-dicarboxylic acid 5-methyl ester COC(=O)C=1C=CC(=NC1)C(=O)O